1-[2-(4-fluorophenyl)-1-phenyl-cyclopropyl]ethyl (2S)-2-[(3-hydroxy-4-methoxy-pyridine-2-carbonyl)amino]propanoate OC=1C(=NC=CC1OC)C(=O)N[C@H](C(=O)OC(C)C1(C(C1)C1=CC=C(C=C1)F)C1=CC=CC=C1)C